BrCCCCC (bromomethyl)butane